C1=CC=CC2=C(C3=CC=CC=C3C(=C12)C(C(=O)O)(C(=O)O)C)C(C(=O)O)(C(=O)O)C α,α'-(anthracene-9,10-diyl)bis(methylmalonic acid)